3-(2-chloro-3-(1,4-benzodioxan-6-yl)anilino)isothiazolo[4,5-b]pyrazin ClC1=C(NC2=NSC=3C2=NC=CN3)C=CC=C1C1=CC3=C(OCCO3)C=C1